FC1=C(C(=CC=C1)F)N1C(C2=C(N=C(N=C2)SC)C(=C1)C=O)=O 6-(2,6-difluorophenyl)-2-(methylsulfanyl)-5-oxo-5,6-dihydropyrido[4,3-d]pyrimidine-8-carbaldehyde